FC=1C=C(C(=NC1)C1(C=C(C(C(C1)(C)C)=O)C#N)OC)C=1C=NC(=CC1)C(F)(F)F 3-[5-fluoro-3-[6-(trifluoromethyl)-3-pyridyl]-2-pyridyl]-3-methoxy-5,5-dimethyl-6-oxo-cyclohexene-1-carbonitrile